O1[C@@H](CC1)CN1C=NC2=C1CCCC2 1-(((S)-oxetan-2-yl)methyl)-4,5,6,7-tetrahydro-1H-benzo[d]imidazole